C1(CC1)C1=CC=C2C(=NC(N(C2=C1)C1=CC=CC=C1)=O)OCC1CC1 7-cyclopropyl-4-(cyclopropylmethoxy)-1-phenylquinazolin-2(1H)-one